4-isopropyl-oxazolidine-2,5-dione C(C)(C)C1NC(OC1=O)=O